(R)-4-(((trifluoromethyl)sulfonyl)oxy)-2,5-dihydro-1H-pyrrole-1,2-dicarboxylic acid 1-(tert-butyl) 2-methyl ester COC(=O)[C@@H]1N(CC(=C1)OS(=O)(=O)C(F)(F)F)C(=O)OC(C)(C)C